O1C(NN=C1)=S 1,3,4-oxadiazol-2(3H)-thioone